N[C@H]1CN(CC1)C(CCCOC1=NC=C(C=C1NC(=O)NC=1C=NC=2N(C1C1CC1)N=C(C2)Cl)Cl)=O 1-(2-{4-[(3R)-3-aminopyrrolidin-1-yl]-4-oxobutoxy}-5-chloropyridin-3-yl)-3-{2-chloro-7-cyclopropylpyrazolo[1,5-a]pyrimidin-6-yl}urea